ClC1=CC=C(C(=O)OC2=C(C=C(C=C2)C)OC)C=C1 2-methoxy-4-methylphenyl 4-chlorobenzoate